C(CCCCC)O 2-trans-hexanol